C(C)OC(=O)ON=C(C(=O)C1=CC=CC=C1)C 2-(ethoxycarbonyloxy(imino))-1-phenylpropane-1-one